C12(OCC3=CC(=CC=C13)C=O)COCC2 4,5-dihydro-2H,3H-spiro[furan-3,1'-isobenzofuran]-5'-formaldehyde